4-Methyl-N-[2-(3-methylpyridin-4-yl)-[1,3]thiazolo[5,4-c]pyridin-6-yl]-6-[(3S)-pyrrolidin-3-yloxy]pyridin-2-amine CC1=CC(=NC(=C1)O[C@@H]1CNCC1)NC1=CC2=C(C=N1)SC(=N2)C2=C(C=NC=C2)C